CN1N=C(C(=C1)C1=NN=C(O1)C=O)C (5-(1,3-dimethyl-1H-pyrazol-4-yl)-1,3,4-oxadiazol-2-yl)methanone